CC(COCCC)(COCCC)C 2,2-dimethyl-1,3-di-n-propoxy-propane